NCCNCCN N1-(2-aminoethyl)ethane-1,2-diamine